(6-Bromochroman-8-yl)methanol tert-butyl-1-[(1,3-dioxoisoindolin-2-yl)methyl]-3-azabicyclo[3.1.1]heptane-3-carboxylate C(C)(C)(C)C1C2(CC(CN1C(=O)OCC=1C=C(C=C3CCCOC13)Br)C2)CN2C(C1=CC=CC=C1C2=O)=O